[Si](C)(C)(C(C)(C)C)NS(=O)(C1=CC(=CC=C1)OC)=NC([C@H](CC(C)C)NC(OC(C)(C)C)=O)=O tert-butyl ((2S)-1-((((tert-butyldimethylsilyl)amino)(3-methoxyphenyl)(oxo)-λ6-sulfaneylidene)amino)-4-methyl-1-oxopentan-2-yl)carbamate